aminodithio-formic acid NC(=S)S